[2H]C1=CC(=CC(=N1)C(=O)N)NC(=O)[C@H]1O[C@@]([C@H]([C@H]1C1=C(C(=C(C=C1)F)F)OC)C)(C(F)(F)F)C 6-deuterio-4-[[(2S,3S,4S,5S)-3-(3,4-difluoro-2-methoxy-phenyl)-4,5-dimethyl-5-(trifluoromethyl)tetrahydrofuran-2-carbonyl]amino]pyridine-2-carboxamide